[Cl-].C(CCCCCCCCCCCCC)C([NH+](C#P=O)C)CCCCCCCCCCCCCC ditetradecyl-phosphoryl-N,N,N-trimethyl-ammonium chloride